(2S,3r)-2-((S)-2-amino-3-methylbutanamido)-3-(aminomethyl)-6-dihydroxyboryl-hexanoic acid N[C@H](C(=O)N[C@H](C(=O)O)[C@H](CCCB(O)O)CN)C(C)C